ClC(C=O)F 2-chloro-2-fluoroethan-1-one